OC1=C(C(=O)NC2=CC=NC=C2)C=C(C(=C1)O)C(C)C 2,4-dihydroxy-5-isopropyl-N-(pyridin-4-yl)benzamide